3-chloro-6-(2-methylpyrazol-3-yl)quinoline-5-carbonitrile ClC=1C=NC=2C=CC(=C(C2C1)C#N)C=1N(N=CC1)C